C1=C2C=3C(N(CC2=CC=N1)NC=1C=C(C=CC1)NC(C)=O)=C1N(N3)C=CN=C1 N-(3-(pyrazino[1',2':1,5]pyrazolo[4,3-c][2,6]naphthyridin-6-ylamino)phenyl)acetamide